NC=1C2C(N=CN1)N(N=C2C2=CC=C(C=C2)OC2=CC=CC=C2)C2CCN(CC2)C(=O)N2CC(C2)C2CN(C2)C=2C=C1C(N(C(C1=CC2)=O)C2C(NC(CC2)=O)=O)=O 5-(1'-(4-(4-amino-3-(4-phenoxyphenyl)-3a,7a-dihydro-1H-pyrazolo[3,4-d]pyrimidin-1-yl)piperidine-1-carbonyl)-[3,3'-biazetidin]-1-yl)-2-(2,6-dioxopiperidin-3-yl)isoindoline-1,3-dione